[N+](=O)([O-])C1=CC=C2C=NN(C2=C1)C(=O)[O-] 6-nitro-indazole-1-carboxylate